[Th].[Fe] iron-thorium